ClCCC/C=C/CCCCCC(OCCCCCCCCC)OCCCCCCCCC (7E)-11-chloro-1,1-dinonyloxy-7-undecene